4-bromo-6-methoxy-2-methyl-2H-indazole BrC=1C2=CN(N=C2C=C(C1)OC)C